3-{3-[(1S)-1-amino-2,3-dihydro-1H-inden-5-yl]-5-[2-(trimethylsilyl)ethynyl]imidazo[4,5-b]pyridin-2-yl}pyridin-2-amine N[C@H]1CCC2=CC(=CC=C12)N1C(=NC=2C1=NC(=CC2)C#C[Si](C)(C)C)C=2C(=NC=CC2)N